Cl.C1(CCC1)N[C@@H]1[C@H](C1)C=1C=C(SC1C)C(=O)NC1CCOCC1 4-((1R,2S)-2-(cyclobutylamino)cyclopropyl)-5-methyl-N-(tetrahydro-2H-pyran-4-yl)thiophene-2-carboxamide Hydrochloride